2-[3-(2-amino-ethylcarbonyl)-phenoxyl-1-azido-ethoxy]-ethoxy-acetic acid NCCC(=O)C=1C=C(OCC(OCCOCC(=O)O)N=[N+]=[N-])C=CC1